3,7-dimethyl-8-(methylsulfanyl)-1-(prop-2-yn-1-yl)-1H-purine-2,6(3H,7H)-dione CN1C(N(C(C=2N(C(=NC12)SC)C)=O)CC#C)=O